Dikalium oxalat C(C(=O)[O-])(=O)[O-].[K+].[K+]